5-(bromomethyl)-1-(4-bromophenyl)-3-phenyl-1H-pyrazole BrCC1=CC(=NN1C1=CC=C(C=C1)Br)C1=CC=CC=C1